[Sn]=O.[Cd] cadmium-tin oxide